(methylsulfonyl)[5-(p-chlorophenyl)-6-(1-{[p-(trifluoromethyl)phenyl]methyl}-1H-pyrazol-4-yl)-4-pyrimidyl]amine CS(=O)(=O)NC1=NC=NC(=C1C1=CC=C(C=C1)Cl)C=1C=NN(C1)CC1=CC=C(C=C1)C(F)(F)F